7-bromo-4-[(3,5-dimethoxyphenyl)methylamino]-N-methyl-N-[2-(trifluoromethyl)-6,8-dihydro-5H-pyrano[3,4-b]pyridin-5-yl]imidazo[1,5-a]quinoxaline-8-carboxamide BrC=1C=C2N=C(C=3N(C2=CC1C(=O)N(C1COCC2=NC(=CC=C21)C(F)(F)F)C)C=NC3)NCC3=CC(=CC(=C3)OC)OC